FC(C=1C(=C(C=CC1)[C@@H](C)NC1=NC=NC2=CC(=C(C=C12)C1(CCS(CC1)(=O)=N)O)OC)F)F 4-[4-[[(1R)-1-[3-(difluoromethyl)-2-fluoro-phenyl]ethyl]amino]-7-methoxy-quinazolin-6-yl]-1-imino-1-oxo-thian-4-ol